3-[3-[[4-Chloro-3,5-bis(difluoromethyl)pyrazol-1-yl]methyl]-4-methoxyphenyl]-1-(4-hydroxyphenyl)prop-2-en-1-one ClC=1C(=NN(C1C(F)F)CC=1C=C(C=CC1OC)C=CC(=O)C1=CC=C(C=C1)O)C(F)F